NC=1N=CN(C1)C1(C(C(=O)NC)C=CC=C1)CO 2-(4-amino-1H-imidazol-1-yl)-2-(hydroxymethyl)-N-methylbenzamide